4-(2-(pyrrolidin-1-yl)-4-(trifluoromethyl)benzyl)piperazine-1-carboxylic acid 1,1,1,3,3,3-hexafluoroprop-2-yl ester FC(C(C(F)(F)F)OC(=O)N1CCN(CC1)CC1=C(C=C(C=C1)C(F)(F)F)N1CCCC1)(F)F